C(CCC\C=C/CC)OC(CCCC(=O)OCCC1CCN(CC1)CCSSCCN1CCC(CC1)CCOC(CCCC(OCCCC\C=C/CC)OCCCC\C=C/CC)=O)OCCCC\C=C/CC ((disulfanediylbis(ethane-2,1-diyl))bis(piperidine-1,4-diyl))bis(ethane-2,1-diyl) bis(5,5-bis(((Z)-oct-5-en-1-yl)oxy)pentanoate)